N-(3-Trimethoxysilylpropyl)-2-hydroxypropanamid CO[Si](CCCNC(C(C)O)=O)(OC)OC